(1R,2S)-2-fluorocyclopropane-1-carboxamide F[C@@H]1[C@H](C1)C(=O)N